COCC1(CCC(CC1)C=1C(=NN2C1CN(CC2)C(=O)C21CC(C2)(C1)OCC)CN(CCNC)C)COC (3-(4,4-bis(methoxymethyl)-cyclohexyl)-2-((methyl(2-(methylamino)ethyl)amino)-methyl)-6,7-dihydropyrazolo-[1,5-a]pyrazin-5(4H)-yl)(3-ethoxybicyclo[1.1.1]pentan-1-yl)methanone